[3-(1-propyl-1,2,3,6-tetrahydropyridin-4-yl)phenyl] carbamate C(N)(OC1=CC(=CC=C1)C=1CCN(CC1)CCC)=O